(1R*,4R*)-4-(3-chlorobenzyl)-2-oxabicyclo[2.2.1]heptane-3-one ClC=1C=C(C[C@]23C(O[C@H](CC2)C3)=O)C=CC1 |o1:5,8|